C1(CC1)[C@@H]1NC2=CC=CC=C2[C@@H]([C@@H]1C)NC(OCC1=CC=CC=C1)=O |r| rac-benzyl ((2S,3R,4R)-2-cyclopropyl-3-methyl-1,2,3,4-tetrahydroquinolin-4-yl)carbamate